N-(1-(azetidin-1-ylmethyl)cyclopropyl)-1-(4-chlorophenyl)cyclopropane-1-carboxamide N1(CCC1)CC1(CC1)NC(=O)C1(CC1)C1=CC=C(C=C1)Cl